tert-butyl 2-oxo-1-[(1s,3s)-3-(dimethylamino)cyclobutyl]-6-(4,4,5,5-tetramethyl-1,3,2-dioxaborolan-2-yl)spiro[indole-3,4'-piperidine]-1'-carboxylate O=C1N(C2=CC(=CC=C2C12CCN(CC2)C(=O)OC(C)(C)C)B2OC(C(O2)(C)C)(C)C)C2CC(C2)N(C)C